2-chloro-6-bromopyridin-3-carbonitrile ClC1=NC(=CC=C1C#N)Br